6-bromo-3-fluoropyrazolo[1,5-a]pyridin-4-ol BrC=1C=C(C=2N(C1)N=CC2F)O